C(C)(=O)N1C(CN(CC1)C(C=C)=O)C1=CC(=NC(=C1)Cl)C1=CC=N[C@H](N1C)C(F)(F)F (S)-6-(4-(1-acetyl-4-acryloylpiperazin-2-yl)-6-chloropyridin-2-yl)-N-methyl-2-(trifluoromethyl)pyrimidine